COC(CN(C)C1=C(C=CC=C1)C#N)=O N-(2-cyanophenyl)-N-methylglycine methyl ester